NC1=NC(=CC=2N1N=C(N2)COC2=C(C#N)C=CC=N2)C2=CC(=CC=C2)C#N 2-({5-amino-7-(3-cyanophenyl)-[1,2,4]triazolo[1,5-c]pyrimidin-2-yl}methoxy)nicotinonitrile